C(C)C(CC=C(C(=O)O)CC1CO1)CCCC.C(C=C)(=O)O acrylic acid 2-ethylhexyl-glycidyl-acrylate